benzyl (1-(5-(1-(1-((6-(cyclopropylmethoxy)pyridazin-3-yl)amino)-1-oxopropan-2-yl)-4,4-difluoropiperidin-3-yl)-2-oxo-1,2-dihydropyridin-3-yl)ethyl)carbamate C1(CC1)COC1=CC=C(N=N1)NC(C(C)N1CC(C(CC1)(F)F)C=1C=C(C(NC1)=O)C(C)NC(OCC1=CC=CC=C1)=O)=O